N1(CCCC1)CCCN1CC(CCC1)C(=O)N (3-(pyrrolidin-1-yl)propyl)piperidine-3-carboxamide